FC1=C(C=2[C@@](C3=C(NC2N=C1)CC(CC3=O)(C)C)(C3=CC(=CC=C3)S(=O)(=O)C)C)C (S)-3-fluoro-4,5,8,8-tetramethyl-5-(3-(methylsulfonyl)phenyl)-7,8,9,10-tetrahydrobenzo[b][1,8]naphthyridin-6(5H)-one